[2-[[(2R)-2-[[(2R)-2-amino-3-phenyl-propionyl] amino]-7,7,7-trifluoro-heptanoyl] amino] hexanoyl] piperidine-4-carboxylate tri-trifluoroacetate FC(C(=O)O)(F)F.FC(C(=O)O)(F)F.FC(C(=O)O)(F)F.N1CCC(CC1)C(=O)OC(C(CCCC)NC([C@@H](CCCCC(F)(F)F)NC([C@@H](CC1=CC=CC=C1)N)=O)=O)=O